NC1=NC=2C=NC(=CC2C2=C1C=NN2C)C(=O)N2[C@@H]1[C@H](O[C@H](C2)C)CC=2C=C(C=CC21)Cl (4-amino-1-methyl-1H-pyrazolo[4,3-c][1,7]naphthyridin-8-yl)((2S,4aS,9aR)-7-chloro-2-methyl-2,3,9,9a-tetrahydroindeno[2,1-b][1,4]oxazin-4(4aH)-yl)methanone